[Ir](Cl)(Cl)Cl.N1=CC=C(C=C1)C=1C2=CC=C(N2)C(=C2C=CC(C(=C3C=CC(=C(C=4C=CC1N4)C4=CC=NC=C4)N3)C3=CC=NC=C3)=N2)C2=CC=NC=C2 5,10,15,20-tetra(4-pyridyl)porphyrin iridium trichloride